(4-amino-2-fluorophenoxy)-2-(isoxazol-5-yl)phenol NC1=CC(=C(OC=2C(=C(C=CC2)O)C2=CC=NO2)C=C1)F